methyl-4-amino-1-[(2R)-6-amino-2-[[2-[[(2R)-2-[[(2R)-2-amino-3-phenyl-propanoyl]amino]-3-phenyl-propanoyl]amino]-4-fluoro-4-methyl-pentanoyl]amino]hexanoyl]piperidine-4-carboxylate COC(=O)C1(CCN(CC1)C([C@@H](CCCCN)NC(C(CC(C)(C)F)NC([C@@H](CC1=CC=CC=C1)NC([C@@H](CC1=CC=CC=C1)N)=O)=O)=O)=O)N